C(#N)C(C(=O)OCCCC)C=1N=CN(C(C1)=O)C butyl 2-cyano-2-(1-methyl-6-oxo-1,6-dihydropyrimidin-4-yl)acetate